N-isopropyl-2-methoxy-5-(4,4,5,5-tetramethyl-1,3,2-dioxaborolan-2-yl)benzenesulfonamide C(C)(C)NS(=O)(=O)C1=C(C=CC(=C1)B1OC(C(O1)(C)C)(C)C)OC